OC(C(=O)O)(CC(C)C)C 2-HYDROXY-2,4-DIMETHYLPENTANOIC ACID